ClCC(=O)N1CCN(CC1)C1=C(C=NC=C1)C1CN(C1)C(=O)OC(C)(C)C tert-butyl 3-(4-(4-(2-chloroacetyl)piperazin-1-yl)pyridin-3-yl)azetidine-1-carboxylate